7-(benzyloxy)-4-(4-(4-(dimethoxymethyl)piperidin-1-yl)phenyl)chroman-4-ol C(C1=CC=CC=C1)OC1=CC=C2C(CCOC2=C1)(O)C1=CC=C(C=C1)N1CCC(CC1)C(OC)OC